C(C)(C)(C)OC(=O)NCCCCCCN N-tert-butoxycarbonyl-1,6-diaminohexane